O1C=C(C2=C1C=CC=C2)NC(=O)N2CC1=CC=C(C=C1CC2)C2=CC=CC=C2 N-(benzofuran-3-yl)-6-phenyl-3,4-dihydroisoquinoline-2(1H)-carboxamide